(S)-2-((1H-pyrazolo[4,3-d]pyrimidin-7-yl)amino)-4-((2-(3,5-dimethyl-1H-pyrazol-1-yl)ethyl)(4-(5,6,7,8-tetrahydro-1,8-naphthyridin-2-yl)butyl)amino)butanoic acid N1N=CC=2N=CN=C(C21)N[C@H](C(=O)O)CCN(CCCCC2=NC=1NCCCC1C=C2)CCN2N=C(C=C2C)C